tert-butyl (3R)-4-(6-fluoro-7-(2-fluoro-6-methoxyphenyl)-1-(2-isopropyl-4-methylpyridin-3-yl)-3-nitro-2-oxo-1,2-dihydro-1,8-naphthyridin-4-yl)-3-(hydroxymethyl)piperazin-1-carboxylate FC=1C=C2C(=C(C(N(C2=NC1C1=C(C=CC=C1OC)F)C=1C(=NC=CC1C)C(C)C)=O)[N+](=O)[O-])N1[C@H](CN(CC1)C(=O)OC(C)(C)C)CO